ON=C(C1=CC=C(C=C1)N1C=NC(=C1)CSC1=CC=CC=C1)N N'-hydroxy-4-(4-((phenylthio)methyl)-1H-imidazol-1-yl)benzimidamide